ethyl (3S)-3-{4,4'-difluoro-2',5,6'-trimethyl-[1,1'-biphenyl]-3-yl}-3-[(2S)-4-methyl-2-({1H,4H,5H,6H,7H-pyrazolo[3,4-c]pyridine-1-carbonyl}amino)pentanamido]propanoate FC1=C(C=C(C=C1C)C1=C(C=C(C=C1C)F)C)[C@H](CC(=O)OCC)NC([C@H](CC(C)C)NC(=O)N1N=CC2=C1CNCC2)=O